(1R,4R)-1,4-bis(bromomethyl)cyclohexane BrCC1CCC(CC1)CBr